(1-methylcyclopropyl)-3-[(2-methylthiazol-5-yl)methyl]-4-oxo-1H-quinazoline-6-sulfonamide CC1(CC1)N1CN(C(C2=CC(=CC=C12)S(=O)(=O)N)=O)CC1=CN=C(S1)C